1-[1-Methyl-6-[4-(methylamino)-1-piperidyl]indazol-3-yl]hexahydropyrimidine-2,4-dione hydrochloride Cl.CN1N=C(C2=CC=C(C=C12)N1CCC(CC1)NC)N1C(NC(CC1)=O)=O